C(C)NC1=C2C(=NC(=C1)NC1=C(C=C(C=C1)P(C)(C)=O)OC)NC=C2C(F)(F)F (4-((4-(ethylamino)-3-(trifluoromethyl)-1H-pyrrolo[2,3-b]pyridin-6-yl)amino)-3-methoxyphenyl)dimethylphosphine oxide